NC=1C=C(C=CC1C)NC(C1=CC(=NC=C1)N(C)C)=O N-(3-amino-4-methylphenyl)-2-(dimethylamino)isonicotinamide